ClC=1N=C(C2=C(N1)CCN(C2=O)C2CC2)OC=2N=CC=1CCC3=C(C1C2F)NC2=C3C(NCC2)=O 2-((2-chloro-6-cyclopropyl-5-oxo-5,6,7,8-tetrahydropyrido[4,3-d]pyrimidin-4-yl)oxy)-1-fluoro-5,6,8,9,10,11-hexahydro-7H-pyrido[3',4':4,5]pyrrolo[2,3-f]isoquinolin-7-one